6-[4-chloro-7-(piperidine-1-carbonyl)-2-quinolyl]-2-methyl-isoquinolin-1-one ClC1=CC(=NC2=CC(=CC=C12)C(=O)N1CCCCC1)C=1C=C2C=CN(C(C2=CC1)=O)C